N,N-diethylanilinium tetrakis(3,5-di(trifluoromethyl)phenyl)borate FC(C=1C=C(C=C(C1)C(F)(F)F)[B-](C1=CC(=CC(=C1)C(F)(F)F)C(F)(F)F)(C1=CC(=CC(=C1)C(F)(F)F)C(F)(F)F)C1=CC(=CC(=C1)C(F)(F)F)C(F)(F)F)(F)F.C(C)[NH+](C1=CC=CC=C1)CC